NC1(CCC1)C1=NC=C(C=N1)C1=CC2=C(N=C3N2[C@H]2C4=C(C(N([C@@H]3C2)C([2H])([2H])[2H])=O)C=CC=C4C#CC)C=C1 (7R,14R)-11-(2-(1-aminocyclobutyl)pyrimidin-5-yl)-6-(methyl-d3)-1-(prop-1-yn-1-yl)-6,7-dihydro-7,14-methanobenzo[f]benzo[4,5]imidazo[1,2-a][1,4]diazocin-5(14H)-one